FC1=CC=C(C=C1)N1C(C(=NC(=C1C)C)C(=O)O)=O 4-(4-fluorophenyl)-5,6-dimethyl-3-oxo-3,4-dihydropyrazine-2-carboxylic acid